acryloyl-Oxycyclohexane ethyl-(6S)-6-[4-(5-chloro-2-tetrahydropyran-4-yl-3-pyridyl)piperazin-1-yl]-2-azaspiro[3.4]octane-2-carboxylate C(C)OC(=O)N1CC2(C1)C[C@H](CC2)N2CCN(CC2)C=2C(=NC=C(C2)Cl)C2CCOCC2.C(C=C)(=O)OC2CCCCC2